C12CN(CC(CC1)N2)C2=NN=C(S2)C=2C(=CC(=NC2)C2=CC=C1N2N=CC(=C1)C#N)NC 7-[5-(5-{3,8-diazabicyclo[3.2.1]octan-3-yl}-1,3,4-thiadiazol-2-yl)-4-(methylamino)pyridin-2-yl]pyrrolo[1,2-b]pyridazine-3-carbonitrile